tert-butyl (R)-3-((S)-1-(tert-butoxy)-3-(3-(2-((methylsulfonyl)oxy)ethyl)phenyl)-1-oxopropan-2-yl)pyrrolidine-1-carboxylate C(C)(C)(C)OC([C@@H](CC1=CC(=CC=C1)CCOS(=O)(=O)C)[C@@H]1CN(CC1)C(=O)OC(C)(C)C)=O